barium compound with carbon dioxide C(=O)=O.[Ba]